(2S,4R)-1-[(2S)-2-(4-cyclopropyltriazol-1-yl)-3,3-dimethyl-butanoyl]-4-hydroxy-N-[2-(2-phenylpyrazol-3-yl)ethyl]pyrrolidine-2-carboxamide C1(CC1)C=1N=NN(C1)[C@H](C(=O)N1[C@@H](C[C@H](C1)O)C(=O)NCCC=1N(N=CC1)C1=CC=CC=C1)C(C)(C)C